2-(1-acryloyl-4-(7-(2,3-dihydro-4H-benzo[b][1,4]oxazin-4-yl)-2-((1-methylpyrrolidin-2-yl)methoxy)-5,6,7,8-tetrahydroquinazolin-4-yl)piperazin-2-yl)acetonitrile C(C=C)(=O)N1C(CN(CC1)C1=NC(=NC=2CC(CCC12)N1C2=C(OCC1)C=CC=C2)OCC2N(CCC2)C)CC#N